N,N-diethyl-Aniline tert-butyl-2-(3-((3-(cyclopropyl-(4-(thiophen-3-yl)benzyl)amino)-3-oxopropyl)amino)phenoxy)-2-methylpropionate C(C)(C)(C)OC(C(C)(C)OC1=CC(=CC=C1)NCCC(=O)N(CC1=CC=C(C=C1)C1=CSC=C1)C1CC1)=O.C(C)N(C1=CC=CC=C1)CC